Diglycerol monocaprylate C(CCCCCCC)(=O)O.OCC(O)CO.OCC(O)CO